O1C(CCC1)C1(CCC1)C(=O)O 1-(tetrahydrofuran-2-yl)cyclobutane-1-carboxylic acid